4-[(2-hydroxyeicosyl)amino]phenol OC(CNC1=CC=C(C=C1)O)CCCCCCCCCCCCCCCCCC